FC(C(=O)O)(F)F.C(C)(C)(C)N(C)CC1=C(CNC=2C=CC(=NC2C)S(=O)(=O)NC2=NSC=C2)C(=CC=C1)F 5-((2-((tert-butyl(methyl)amino)methyl)-6-fluorobenzyl)amino)-N-(isothiazol-3-yl)-6-methylpyridine-2-sulfonamide trifluoroacetic acid salt